Cl.FC=1C=C(NC2C(NC(CC2)=O)=O)C=CC1C1CCNCC1 3-[3-fluoro-4-(4-piperidyl)anilino]piperidine-2,6-dione hydrochloride